OC1COC(OC1)C1=CC=CC=C1 5-Hydroxy-2-phenyl-1,3-dioxane